(R)-4-(5-bromopyridin-2-yl)-3-methylpiperazine-1-carboxylic acid tert-butyl ester C(C)(C)(C)OC(=O)N1C[C@H](N(CC1)C1=NC=C(C=C1)Br)C